5-methoxymethyl-2-vinylfuran COCC1=CC=C(O1)C=C